COCC=1C=CC=C(C#N)C1 5-(methoxymethyl)benzonitrile